2-(((S)-1-(1H-tetrazol-1-yl)propan-2-yl)oxy)-4-(2-((3-(2-hydroxyethoxy)-1-((1r,4r)-4-morpholinocyclohexyl)-1H-pyrazol-4-yl)amino)pyrimidin-5-yl)benzonitrile N1(N=NN=C1)C[C@H](C)OC1=C(C#N)C=CC(=C1)C=1C=NC(=NC1)NC=1C(=NN(C1)C1CCC(CC1)N1CCOCC1)OCCO